C1CCC2=C(C=CC=C12)C1=C(C=C2C(=N1)C(=NN2)C=2C=CC(=NC2)[C@@]21CN(CC1C2)C(CO)=O)OC (S)-1-(1-(5-(5-(2,3-Dihydro-1H-inden-4-yl)-6-methoxy-1H-pyrazolo[4,3-b]pyridin-3-yl)pyridin-2-yl)-3-azabicyclo[3.1.0]hexan-3-yl)-2-hydroxyethan-1-one